4-bromo-5-cyano-1-[tricyclo[3.3.1.13,7]dec-1-ylmethyl]-1H-pyrazole BrC=1C=NN(C1C#N)CC12CC3CC(CC(C1)C3)C2